COC=1C=C2C=CN=C(C2=CC1)NC1=CC=C(C=C1)OC(F)(F)F 6-methoxy-N-(4-(trifluoromethoxy)phenyl)isoquinolin-1-amine